N1(N=CC=C1)C1CCN(CC1)C1N(CC12CCC2)C(=O)O.CN2CC(OB(OC(C2)=O)[C@H]2[C@@H](C2)C(F)(F)F)=O 6-methyl-2-[(1r,2r)-2-(trifluoromethyl)cyclopropyl]-1,3,6,2-dioxazaborocane-4,8-dione [4-(1H-pyrazol-1-yl)piperidin-1-yl]-2-azaspiro[3.3]heptane-2-carboxylate